(8-(4-nitrophenyl)-1,3,4,5-tetrahydro-2H-pyrido[4,3-b]indol-2-yl)(phenyl)methanone [N+](=O)([O-])C1=CC=C(C=C1)C1=CC=2C3=C(NC2C=C1)CCN(C3)C(=O)C3=CC=CC=C3